C1(=CC=CC=C1)C1=C(C(=NN=N1)C1=C(C=CC=C1)C1=CC=CC=C1)C1=CC=CC=C1 diphenyltriazinyl-(biphenyl)